7-fluoro-6-hydroxy-4-isopropyl-2-(3-methyl-5-(trifluoromethyl)-1H-pyrazol-4-yl)isoquinolin-1(2H)-one FC1=C(C=C2C(=CN(C(C2=C1)=O)C=1C(=NNC1C(F)(F)F)C)C(C)C)O